5-((6-bromo-3-isopropyl-3H-imidazo[4,5-c]pyridin-4-yl)amino)-4-fluoro-N,2-dimethylbenzamide BrC1=CC2=C(C(=N1)NC=1C(=CC(=C(C(=O)NC)C1)C)F)N(C=N2)C(C)C